8-chloro-3-(2-chloro-3-methylphenyl)imidazo[1,5-a]pyrazine ClC=1C=2N(C=CN1)C(=NC2)C2=C(C(=CC=C2)C)Cl